1-(1,3-benzodioxol-5-yl)-2-(methylamino)butan-1-one O1COC2=C1C=CC(=C2)C(C(CC)NC)=O